C1(=CC=CC=C1)[C@@H](C)O |r| racemic-1-phenylethanol